Methoxycinnamate CCCCC(CC)COC(=O)C=CC1=CC=C(C=C1)OC